(3s,4r)-4-aminooxane-3-ol N[C@H]1[C@@H](COCC1)O